ClC1=CC(=C(C=C1)C1=CC=C2CN(C(C2=C1)=O)C1=NC(=CC(=C1)C(C)NC1CCCC1)Cl)C1=NN=CN1C 6-(4-Chloro-2-(4-methyl-4H-1,2,4-triazol-3-yl)phenyl)-2-(6-chloro-4-(1-(cyclopentylamino)ethyl)pyridin-2-yl)isoindolin-1-one